4-(3-fluorophenyl)-7-{[2-(1-methylpyrazol-4-yl)-4-pyridyl]oxy}-2,3-dihydro-1,4-benzoxazepin-5-one FC=1C=C(C=CC1)N1CCOC2=C(C1=O)C=C(C=C2)OC2=CC(=NC=C2)C=2C=NN(C2)C